4-[4-(5,6-difluoro-1,3-benzooxazol-2-yl)piperidin-1-yl]-7-methoxy-1-methyl-2-oxo-1,2-dihydroquinoline-3-carbonitrile FC=1C(=CC2=C(N=C(O2)C2CCN(CC2)C2=C(C(N(C3=CC(=CC=C23)OC)C)=O)C#N)C1)F